C(C)(C)(C)OC(=O)NC=1C=C(C=CC1)CC(=O)O (3-((tert-butoxycarbonyl)amino)phenyl)acetic acid